(7S,9S)-7-ethynyl-9-methyl-1,4-dioxa-8-azaspiro[4.5]decane-8-carboxylic acid tert-butyl ester C(C)(C)(C)OC(=O)N1[C@@H](CC2(OCCO2)C[C@@H]1C)C#C